5-(3-(1-(4-fluorophenyl)ethylamino)-1-(6-methylpyridin-2-yl)-1H-pyrazol-5-yl)pyrazolo[1,5-a]pyridine-3-carboxamide FC1=CC=C(C=C1)C(C)NC1=NN(C(=C1)C1=CC=2N(C=C1)N=CC2C(=O)N)C2=NC(=CC=C2)C